N-(2-amino-8-(4,4-difluoropiperidin-1-yl)quinolin-6-yl)-4-bromo-2-(6-azaspiro[2.5]octan-6-yl)benzamide NC1=NC2=C(C=C(C=C2C=C1)NC(C1=C(C=C(C=C1)Br)N1CCC2(CC2)CC1)=O)N1CCC(CC1)(F)F